N1=C(N=CC=C1)C1=C(C=CC=C1)C=O (2-(pyrimidin-2-yl)phenyl)methanone